COC[C@H]1N(CCC1)CC=1C=C(C=NC1)C=1C=C2CCC(N(C2=CC1)C)=O 6-[5-((S)-2-Methoxymethyl-pyrrolidin-1-ylmethyl)-pyridin-3-yl]-1-methyl-3,4-dihydro-1H-quinolin-2-one